(E,Z)-6,11-Octadecadienal C(CCCC\C=C\CCC\C=C/CCCCCC)=O